8-bromo-3,6-dimethyl-2-(1-methyl-1H-pyrazol-3-yl)quinazolin-4(3H)-one BrC=1C=C(C=C2C(N(C(=NC12)C1=NN(C=C1)C)C)=O)C